C(C1=CC=CC=C1)N1CCCN(CCN(CCC1)CC=1C(=C(C(=O)N)C=C(C1)C)O)CC=1C(=C(C(=O)N)C=C(C1)C)O 3,3'-[(8-benzyl-1,4,8-triazacycloundecane-1,4-diyl)bis(methylene)]bis(2-hydroxy-5-methylbenzamide)